methyl 2-(((benzyloxy)carbonyl)amino)-4-(4-(2,2-difluoroethyl)piperazin-2-yl)benzoate C(C1=CC=CC=C1)OC(=O)NC1=C(C(=O)OC)C=CC(=C1)C1NCCN(C1)CC(F)F